1-(4-{[(1S)-5-[2-(2-fluorophenyl)-5-(pyrazol-1-yl)imidazo[4,5-b]pyridin-3-yl]-2,3-dihydro-1H-inden-1-yl]amino}piperidin-1-yl)prop-2-en-1-one FC1=C(C=CC=C1)C1=NC=2C(=NC(=CC2)N2N=CC=C2)N1C=1C=C2CC[C@@H](C2=CC1)NC1CCN(CC1)C(C=C)=O